(S)-N-(4-bromobenzyl)-1-(2-(4-(trifluoromethyl)phenyl)-2H-pyrazolo[3,4-d]pyrimidin-4-yl)piperidine-3-carboxamide BrC1=CC=C(CNC(=O)[C@@H]2CN(CCC2)C=2C=3C(N=CN2)=NN(C3)C3=CC=C(C=C3)C(F)(F)F)C=C1